5'-O-phenylacetyl-uridine C1(=CC=CC=C1)CC(=O)OC[C@@H]1[C@H]([C@H]([C@@H](O1)N1C(=O)NC(=O)C=C1)O)O